benzyl((S)-1-((2S,5S)-5-azido-6-oxotetrahydro-2H-pyran-2-yl)-2-(benzyloxy)ethyl)(benzyl)carbamate C(C1=CC=CC=C1)OC(N(CC1=CC=CC=C1)[C@@H](COCC1=CC=CC=C1)[C@H]1OC([C@H](CC1)N=[N+]=[N-])=O)=O